(R)-2-(8-(2,4-dioxotetrahydropyrimidin-1(2H)-yl)-1,2,4a,5-tetrahydrobenzo[b]pyrazino[1,2-d][1,4]oxazine-3(4H)yl)-acetic acid O=C1N(CCC(N1)=O)C=1C=CC2=C(OC[C@@H]3N2CCN(C3)CC(=O)O)C1